C(C=C)CC1CO1 1-allyl-2,3-epoxypropane